BrC1=C(N(N=C1C)C)CO (4-bromo-2,5-dimethyl-pyrazol-3-yl)methanol